C(C)(C)(C)OC(NC12C(OCC(C1)(C2)CCl)=O)=O (5-chloromethyl-2-oxo-3-oxabicyclo[3.1.1]Hept-1-yl)carbamic acid tert-butyl ester